6-(2-methyl-2H-indazol-5-yl)thiazolo[5,4-d]Pyrimidin-7(6H)-one CN1N=C2C=CC(=CC2=C1)N1C=NC2=C(C1=O)N=CS2